3-(5-fluoro-1-methyl-6-piperazin-1-yl-indazol-3-yl)piperidine-2,6-dione FC=1C=C2C(=NN(C2=CC1N1CCNCC1)C)C1C(NC(CC1)=O)=O